FC=1C=NN2C1C(=NC(=C2)C=2C=NN(C2)C)O[C@H]2C[C@H](CCC2)NC (1S,3R)-3-((3-fluoro-6-(1-methyl-1H-pyrazol-4-yl)pyrazolo[1,5-a]pyrazin-4-yl)oxy)-N-methylcyclohexan-1-amine